C(C=C)(=O)OCCC1C(=O)NC(C1)=O acryloyloxyethylenesuccinimide